pyrrole-5-carboxylate N1C=CC=C1C(=O)[O-]